4-(1H-indol-2-yl)-N-methoxy-2-carbonyl-5-pentyl-2,5-dihydrofuran-3-carboxamide N1C(=CC2=CC=CC=C12)C1=C(C(OC1CCCCC)=C=O)C(=O)NOC